((5-(2-Fluoro-5-((6-fluoro-4-methyl-1H-indol-5-yl)oxy)phenyl)-4H-1,2,4-triazol-3-yl)methyl)-2,3-dihydro-1H-indene-2-carboxylic acid FC1=C(C=C(C=C1)OC=1C(=C2C=CNC2=CC1F)C)C=1NC(=NN1)CC1C(CC2=CC=CC=C12)C(=O)O